C(C)C(C(=O)[O-])CCCC.C(C)C(C(=O)[O-])CCCC.[Sn+2] tin bis-(2-ethylhexanoate)